2-(((2r,3r,4s,5r)-5-(6-(benzylamino)-2-chloro-9H-purin-9-yl)-4-fluoro-3-hydroxytetrahydrofuran-2-yl)methoxy)malonic acid C(C1=CC=CC=C1)NC1=C2N=CN(C2=NC(=N1)Cl)[C@H]1[C@H]([C@@H]([C@H](O1)COC(C(=O)O)C(=O)O)O)F